ethylenebis(isostearamide) C(CC(C(=O)N)CCCCCCCCCCCCCC(C)C)C(C(=O)N)CCCCCCCCCCCCCC(C)C